ClC1=NC=CC(=C1)OCC(C)(C)NC(=O)C=1C=C2C(=NC1)C=CS2 N-(1-((2-chloropyridin-4-yl)oxy)-2-methylpropan-2-yl)thieno[3,2-b]pyridine-6-carboxamide